bis(acetonitrile) ethyl-phosphite C(C)OP(O)O.C(C)#N.C(C)#N